N-({5-chloro-6-[6-(difluoromethyl)-3-pyridazinyl]-2-indolyl}methyl)acetamide ClC=1C=C2C=C(NC2=CC1C=1N=NC(=CC1)C(F)F)CNC(C)=O